O1[Ni]NC(CCNCC1)=O 1-oxa-3,7-diaza-2-nickelacyclononan-4-one